5-Bromo-3-iodobenzene-1,2-diamine BrC1=CC(=C(C(=C1)N)N)I